CSC1=NC=CC(=C1)C(=O)N 2-methylsulfanyl-pyridine-4-carboxamide